S(=O)(=O)(C1=CC=C(C)C=C1)NN=C1CC2(C1)CCN(CC2)C(=O)OC(C)(C)C tert-butyl 2-(2-tosylhydrazineylidene)-7-azaspiro[3.5]nonane-7-carboxylate